CC=1C=2N(C=C(N1)C)N=C(C2)C=2N=C1N(C(C2)=O)C=C(C=C1)Br 2-(4,6-dimethylpyrazolo[1,5-a]pyrazin-2-yl)-7-bromo-4H-pyrido[1,2-a]pyrimidin-4-one